(2R,3R,4S,5R)-2-{6-amino-2-{2-[(E)-3,4,5-trimethoxybenzylidene]hydrazino}-9H-purin-9-yl}-5-(hydroxymethyl)tetrahydrofuran-3,4-diol NC1=C2N=CN(C2=NC(=N1)N/N=C/C1=CC(=C(C(=C1)OC)OC)OC)[C@@H]1O[C@@H]([C@H]([C@H]1O)O)CO